C1N(CC2=CC=CC=C12)[C@H]1[C@@H](CCC1)OC=1C=C2CN(C(C2=CC1)=O)C1C(NC(CC1)=O)=O 3-(5-(((1R,2R)-2-(isoindolin-2-yl)cyclopentyl)oxy)-1-oxoisoindolin-2-yl)piperidine-2,6-dione